7-bromo-3-butyl-3-ethyl-8-methoxy-2,3-dihydro-1,5-benzothiazepin-4(5H)-one BrC=1C(=CC2=C(NC(C(CS2)(CC)CCCC)=O)C1)OC